NC=1C=C(C=CC1N)C=1C=C(C(=CC1)N)N 4-(3,4-diaminophenyl)benzene-1,2-diamine